COC1=CC(NC2=CC=CC=C12)=O 4-methoxy-2(1H)-quinolinone